2-Ethylsulfanyl-6-fluoro-8-(1-hydroxyethyl)chromen-4-one C(C)SC=1OC2=C(C=C(C=C2C(C1)=O)F)C(C)O